2-{[(1R)-1-(2-aminopyridin-3-yl)ethyl]amino}ethanol NC1=NC=CC=C1[C@@H](C)NCCO